(3-morpholinophenyl)boronic acid O1CCN(CC1)C=1C=C(C=CC1)B(O)O